NC1=CC=C(C=N1)N1C=C(C(C2=CC(=C(C=C12)N1[C@H](CCC1)COC1=NC(=CC=C1Cl)OC1CC1)Cl)=O)C(=O)O (R)-1-(6-aminopyridin-3-yl)-6-chloro-7-(2-(((3-chloro-6-cyclopropoxy-pyridin-2-yl)oxy)methyl)pyrrolidin-1-yl)-4-oxo-1,4-dihydroquinoline-3-carboxylic acid